ClCCNS(=O)(=O)C1=CC(=C(C=C1)C1=C(C=CC=C1O)F)F N-(2-chloroethyl)-2,2'-difluoro-6'-hydroxy-[1,1'-biphenyl]-4-sulfonamide